FC(OCC(OC1=CC=C(C=O)C=C1)(F)F)F 4-(2-(difluoromethoxy)-1,1-difluoroethoxy)benzaldehyde